NCCCC1=CC=C(C=C1)CO[C@@H]([C@H](CCC(N)=O)NC(OC(C)(C)C)=O)C tert-butyl N-[(3S,4R)-4-[[4-(3-aminopropyl)phenyl]methoxy]-1-carbamoylpentan-3-yl]carbamate